tris(o-tolyl)phosphane C1(=C(C=CC=C1)P(C1=C(C=CC=C1)C)C1=C(C=CC=C1)C)C